5-(2-((benzyloxy)methyl)-1-(3-(4,4-difluoropiperidin-1-yl)bicyclo[1.1.1]Pentane-1-yl)-1H-imidazol-4-yl)-3-(trifluoromethoxy)pyridin-2-amine C(C1=CC=CC=C1)OCC=1N(C=C(N1)C=1C=C(C(=NC1)N)OC(F)(F)F)C12CC(C1)(C2)N2CCC(CC2)(F)F